C(C=C)(=O)OC(C(CCCC)CC)OC(C=C)=O 2-ethyl-hexanediol diacrylate